4-(2-{5-[(1R,4R,7R)-7-Amino-2-azabicyclo[2.2.1]heptan-2-carbonyl]-7-methoxy-1-methyl-1H-1,3-benzodiazol-2-yl}-1-(cyclopropylmethyl)-1H-indol-7-yl)cyclohexan-1-ol N[C@H]1[C@@H]2N(C[C@H]1CC2)C(=O)C2=CC1=C(N(C(=N1)C=1N(C3=C(C=CC=C3C1)C1CCC(CC1)O)CC1CC1)C)C(=C2)OC